6-Methylthieno[2,3-b]pyridine-2-carboxylic acid ethyl ester C(C)OC(=O)C1=CC=2C(=NC(=CC2)C)S1